tert-butyl 3,5-bis(2-(4-cyanophenyl)acetamido)benzoate C(#N)C1=CC=C(C=C1)CC(=O)NC=1C=C(C(=O)OC(C)(C)C)C=C(C1)NC(CC1=CC=C(C=C1)C#N)=O